ClC1=CC=C2C(=CN(C2=C1)C)S(=O)(=O)NC=1C(=NC(=C(C1)F)Cl)OC 6-chloro-N-(6-chloro-5-fluoro-2-methoxypyridin-3-yl)-1-methylindole-3-sulfonamide